bis(2,3-dihydro-1H-inden-5-yl) sulfide C1CCC2=CC(=CC=C12)SC=1C=C2CCCC2=CC1